[1,8]Naphthyridin-6(7H)-one N1=CC=CC2=CC(CN=C12)=O